6-(4-(4-isopropylpiperazin-1-yl)phenyl)-1,2-dimethyl-N-(3-(methylsulfonyl)benzyl)-1H-benzo[d]imidazol-4-amine C(C)(C)N1CCN(CC1)C1=CC=C(C=C1)C=1C=C(C2=C(N(C(=N2)C)C)C1)NCC1=CC(=CC=C1)S(=O)(=O)C